C1(CC1)CC(=O)NC1=CNC2=CC=C(C=C12)CCOC1=CC=C(C=C1)C(F)(F)F 2-cyclopropyl-N-(5-(2-(4-(trifluoromethyl)phenoxy)ethyl)-1H-indol-3-yl)acetamide